ClC=1C=NN(C1C(=O)NC1=C(C(=NC=C1)CC1=CC=C(C=C1)C=1N(C=C(N1)C(F)(F)F)C)O)C(C)C 4-chloro-N-(3-hydroxy-2-(4-(1-methyl-4-(trifluoromethyl)-1H-imidazol-2-yl)benzyl)pyridin-4-yl)-1-isopropyl-1H-pyrazole-5-carboxamide